FC=1C=C(C=CC1)C1=CC(=CC(=C1)S(=O)(=O)C)S(=O)(C1=CN=C(S1)CNC(OC(C)(C)C)=O)=C tert-butyl ((5-((3'-fluoro-5-(methylsulfonyl)-[1,1'-biphenyl]-3-yl)-(methylene)sulfinyl)thiazol-2-yl)methyl)carbamate